FC(OC1=CC=C(CN2[C@@H]3CCC[C@H]2CC3)C=C1)(F)F (1R,3r,5S)-8-(4-(trifluoromethoxy)benzyl)-8-azabicyclo[3.2.1]octane